ClC1=C(C#N)C=CC(=C1)N1CC2(C[C@@H]1C)CCN(CC2)C2=CC=C(C=C2)C(=O)N2C[C@H](CC2)N2CCN(CC2)C=2C=C1C(N(C(C1=CC2)=O)C2C(NC(CC2)=O)=O)=O 2-chloro-4-((3S)-8-(4-((3S)-3-(4-(2-(2,6-dioxopiperidin-3-yl)-1,3-dioxoisoindolin-5-yl)piperazin-1-yl)pyrrolidine-1-carbonyl)phenyl)-3-methyl-2,8-diazaspiro[4.5]decan-2-yl)benzonitrile